2-[methyl-[5-methyl-6-[(Z)-[3-(2-trimethylsilylethoxymethyl)-1,3-benzothiazol-2-ylidene]amino]pyridazin-3-yl]amino]thiazole-4-carboxylic acid ethyl ester C(C)OC(=O)C=1N=C(SC1)N(C=1N=NC(=C(C1)C)\N=C\1/SC2=C(N1COCC[Si](C)(C)C)C=CC=C2)C